bis(trifluoroacetoxy)-iodobenzene FC(C(=O)OC=1C(=C(C=CC1)I)OC(C(F)(F)F)=O)(F)F